1-bromonaphthaline BrC1=CC=CC2=CC=CC=C12